C(#N)CC1=C2CN(CC2=CC=C1)C(=O)OC(C)(C)C tert-Butyl 4-(cyanomethyl)-2,3-dihydro-1H-isoindole-2-carboxylate